(S)-5-((((3'-Chloro-2'-(2-chloro-3-((3-fluoro-4-((3-hydroxyazetidin-1-yl)methyl)pyridin-2-yl)amino)phenyl)-6-methoxy-[2,4'-bipyridin]-5-yl)methyl)amino)methyl)pyrrolidin-2-one ClC=1C(=NC=CC1C1=NC(=C(C=C1)CNC[C@@H]1CCC(N1)=O)OC)C1=C(C(=CC=C1)NC1=NC=CC(=C1F)CN1CC(C1)O)Cl